5-(3-(3-(2-fluoroethyl)-4-hydroxyphenyl)-4,4-dimethyl-5-oxo-2-thioxoimidazolidin-1-yl)-3-(trifluoromethyl)pyridinecarbonitrile FCCC=1C=C(C=CC1O)N1C(N(C(C1(C)C)=O)C=1C=C(C(=NC1)C#N)C(F)(F)F)=S